N-[(6-Amino-2-pyridyl)sulfonyl]-5-benzyl-2-(2,4,6-trimethylphenoxy)pyridin-3-carboxamid NC1=CC=CC(=N1)S(=O)(=O)NC(=O)C=1C(=NC=C(C1)CC1=CC=CC=C1)OC1=C(C=C(C=C1C)C)C